1-(benzyloxy)-4-bromo-5-ethyl-2-fluorobenzene C(C1=CC=CC=C1)OC1=C(C=C(C(=C1)CC)Br)F